C(#N)CCC(C(=O)OC)(C1=NN(C2=CC(=CC=C12)[N+](=O)[O-])C)C Methyl 4-cyano-2-methyl-2-(1-methyl-6-nitro-indazol-3-yl)butanoate